(1S,2S,3S)-N-(6-(5-chloro-7-(dimethylamino)-6-fluoro-1H-indazol-4-yl)imidazo[1,2-a]pyrazin-2-yl)-2-methyl-3-(1-methyl-1H-pyrazol-4-yl)cyclopropane-1-carboxamide ClC=1C(=C2C=NNC2=C(C1F)N(C)C)C=1N=CC=2N(C1)C=C(N2)NC(=O)[C@H]2[C@H]([C@@H]2C=2C=NN(C2)C)C